N1(CCC1)C(=O)C1(COC1)C1=CC=C(OCCN2CCC3(CC2)C(NC2=CC=C(C=C23)C#N)=O)C=C1 1'-(2-{4-[3-(azetidine-1-carbonyl)oxetan-3-yl]phenoxy}ethyl)-2-oxo-1,2-dihydrospiro[indole-3,4'-piperidine]-5-carbonitrile